O=C1NC(CCC1C=1C=CC(=NC1)N1CCC(CC1)C(=O)N1CCC(CC1)C(=O)OC(C)(C)C)=O tert-butyl 1-{1-[5-(2,6-dioxopiperidin-3-yl)pyridin-2-yl]piperidine-4-carbonyl}piperidine-4-carboxylate